6-(4-(1-(1H-imidazol-5-yl)ethyl)-8-chloro-5,6-dihydro-4H-[1,4]oxazepino[5,6,7-de]quinazolin-9-yl)-4-methyl-5-(trifluoromethyl)pyridin-2-amine N1C=NC=C1C(C)N1CCOC=2C=3C1=NC=NC3C=C(C2Cl)C2=C(C(=CC(=N2)N)C)C(F)(F)F